Tert-butyl (S)-3-iodo-6-methyl-6,7-dihydropyrazolo[1,5-a]pyrazine-5(4H)-carboxylate IC=1C=NN2C1CN([C@H](C2)C)C(=O)OC(C)(C)C